C(C)(=O)OC(C(=O)NC1CC(C1)(F)F)[C@H](C[C@H]1C(NCCC1)=O)NC([C@H](CCC)N(C([C@H](NC(C(C)(C)C)=O)C1CCCC1)=O)C)=O (3S)-3-((S)-2-((R)-2-cyclopentyl-N-methyl-2-pivalamidoacetamido)pentanamido)-1-((3,3-difluorocyclobutyl)amino)-1-oxo-4-((S)-2-oxopiperidin-3-yl)butan-2-yl acetate